6-((1R,2R)-2-(5-fluoropyrimidin-2-yl)cyclobutyl)-4-oxo-1-((S)-1-(tetrahydro-2H-pyran-4-yl)ethyl)-4,5-dihydro-1H-pyrazolo[3,4-d]pyrimidine-3-carbonitrile FC=1C=NC(=NC1)[C@H]1[C@@H](CC1)C=1NC(C2=C(N1)N(N=C2C#N)[C@@H](C)C2CCOCC2)=O